COC([C@@H](CNC(=O)C1=CC2=NC=CC(=C2S1)Br)N)=O (R)-2-amino-3-(7-bromothieno[3,2-b]pyridine-2-carboxamido)propionic acid methyl ester